4-chloro-5-(3,4-difluorophenyl)-1H-pyrrolo[2,3-b]pyridine ClC1=C2C(=NC=C1C1=CC(=C(C=C1)F)F)NC=C2